Benzyl 8-[(E)-3-ethoxy-3-oxo-prop-1-enyl]-3,3-difluoro-4-methyl-chromane-4-carboxylate C(C)OC(/C=C/C=1C=CC=C2C(C(COC12)(F)F)(C(=O)OCC1=CC=CC=C1)C)=O